C(O)(O)=O.C(=O)(OC(C)(C)C)SSSN Boc-aminotrisulfide carbonate